(R)-3-(4-(4-(1,1-dioxidothietan-3-yl)piperidin-1-yl)-3,5-difluorophenyl)-5-(hydroxymethyl)oxazolidin-2-one O=S1(CC(C1)C1CCN(CC1)C1=C(C=C(C=C1F)N1C(O[C@H](C1)CO)=O)F)=O